2'-deoxy-7-octadiynyl-7-deazaadenosine C(#CC#CCCCC)C1=CN([C@H]2C[C@H](O)[C@@H](CO)O2)C=2N=CN=C(C12)N